(3S,4S)-3-amino-4-methyl-pyrrolidin-2-one N[C@@H]1C(NC[C@@H]1C)=O